C(CC(O)(C(=O)O)CC(=O)O)(=O)O.C(C)OCC1(CN(CC1)C(C)(C)C=1C=NC(=CC1)C)CCN1C(NC=2C=NC=CC21)=O 1-(2-(3-(ethoxy-methyl)-1-(2-(6-methylpyridin-3-yl)propan-2-yl)pyrrolidin-3-yl)ethyl)-1,3-dihydro-2H-imidazo[4,5-c]pyridin-2-one citrate